COC([C@H](C)NC(C)C)=O.ClC1=CC=C(C=C1)C1(CNCC1)NC(C1=CC=C(C=C1)OC(F)(F)F)=O N-(3-(4-chlorophenyl)pyrrolidin-3-yl)-4-(trifluoromethoxy)benzamide Methyl-(2S)-2-(isopropylamino)propanoate